C(C)(C)(C)C=1C=C(C=CC1O)C1=CC(=C(C=C1)O)C(C)(C)C 3,3'-di-tert-butylbiphenyl-4,4'-diol